3,6-dihydro-6-methyl-1,2,3-oxathiazin-4-one-2,2-dioxide CC1CC(NS(O1)(=O)=O)=O